C(C)(C)(C)OC(=O)N(C(OC(C)(C)C)=O)C1=NC=CC(=C1F)CC=1C=NC=C(C1C)OC=1SC(=CN1)C tert-butyl N-tert-butoxycarbonyl-N-[3-fluoro-4-[[4-methyl-5-(5-methylthiazol-2-yl)oxy-3-pyridyl]methyl]-2-pyridyl]carbamate